C(C)(C)(C)OC([C@@H](NC(NNC([C@H](NC(OCC1C2=CC=CC=C2C=2C=CC=CC12)=O)CC=1OC=CC1)=O)=O)CC(C)C)=O (5R,11S)-1-(9H-fluoren-9-yl)-5-(furan-2-ylmethyl)-11-isobutyl-3,6,9-trioxo-2-oxa-4,7,8,10-tetraazadodecane-12-oic acid tert-butyl ester